N1C=C(C=2C1=NC=CC2)C=2SC(=CN2)C=2C=C(C=CC2)[C@@]2(C(N(CC2)C)=O)O (S)-3-(3-(2-(1H-Pyrrolo[2,3-b]pyridin-3-yl)thiazol-5-yl)phenyl)-3-hydroxy-1-methylpyrrolidin-2-one